ethyl 3-chloro-5-fluoropyridine-2-carboxylate ClC=1C(=NC=C(C1)F)C(=O)OCC